FC=1C(=CC=C2C=CNC12)Br 7-fluoro-6-bromoindole